(3S)-3-(3-chloro-5-methyl-pyrazolo[1,5-a]pyrimidin-6-yl)oxy-2-methyl-butan-2-ol ClC=1C=NN2C1N=C(C(=C2)O[C@H](C(C)(O)C)C)C